COCCOC=C=C ethylene glycol allenyl methyl ether